methyl-cyclopentane-1,3-dicarboxylic acid CC1(CC(CC1)C(=O)O)C(=O)O